COC(=O)C1=NN(C=N1)CC1=C(C=CC=C1)OC 1-(2-methoxybenzyl)-1H-1,2,4-triazole-3-carboxylic acid methyl ester